3-bromo-4-(cyanomethyl)-1-(4-hydroxybutyl)pyridine BrC=1CN(C=CC1CC#N)CCCCO